Octaeicosaenoic acid C(C=CCCCCCCCCCCCCCCCCCCCCCCCCC)(=O)O